C1(=CC=CC2=CC=CC=C12)N(C1=CC=C(C=C1)C1=CC=C(C=C1)N(C1=CC=CC=C1)C1=CC=CC2=CC=CC=C12)C1=CC=CC=C1 N4,N4'-di(naphthalene-1-yl)-N4,N4'-diphenyl-biphenyl-4,4'-diamine